C(=O)(O)C(O)C(O)C(=O)O.CC1([C@@H](C(C2=C(C=CC=C12)N)C)[2H])C (R)-1,1,3-trimethyl-4-aminoindan-d-tartrate